CN1C[C@H]2N(C3=C(C=C(C=C3CC2)C=2N=C3C(=NC2)NC=C3C3=CC=C(C=C3)C(=O)N3CC2(COC2)C3)C)CC1 (S)-(4-(2-(3,10-dimethyl-2,3,4,4a,5,6-hexahydro-1H-pyrazino[1,2-a]quinolin-8-yl)-5H-pyrrolo[2,3-b]pyrazin-7-yl)phenyl)(2-oxa-6-azaspiro[3.3]heptan-6-yl)methanone